C1(CC1)OCC1=NC(=C(C(N1C1=C(C=CC=C1OC)OC)=O)CC1=CC=C(C=C1)N1C(C=CC=C1)=O)O 2-(cyclopropyloxymethyl)-3-(2,6-dimethoxyphenyl)-6-hydroxy-5-{[4-(2-oxo-1,2-dihydropyridin-1-yl)phenyl]methyl}-3,4-dihydropyrimidin-4-one